dihydro-1,8-naphthyridine N1CC=CC2=CC=CN=C12